tert-butyl 5-(7-bromo-8-(2-cyanoethyl)-2-ethyl-6-fluoro-4-(2-fluoro-5-(methylcarbamoyl)phenyl)-1H-imidazo[4,5-c]quinolin-1-yl)-2-azabicyclo[2.1.1]hexane-2-carboxylate BrC=1C(=CC=2C3=C(C(=NC2C1F)C1=C(C=CC(=C1)C(NC)=O)F)N=C(N3C3C1CN(C3C1)C(=O)OC(C)(C)C)CC)CCC#N